5-ethyl-4-(piperazin-1-yl)pyrimidine hydrochloride Cl.C(C)C=1C(=NC=NC1)N1CCNCC1